(R)-2-(2-methoxyphenyl)-3-nitro-2H-chromene COC1=C(C=CC=C1)[C@H]1OC2=CC=CC=C2C=C1[N+](=O)[O-]